N-((3S,4R)-3-fluoro-1-(methyl-d3)piperidin-4-yl)-2-iodo-3-((trifluoromethyl)thio)pyrazolo[1,5-a]pyridin-7-amine F[C@H]1CN(CC[C@H]1NC1=CC=CC=2N1N=C(C2SC(F)(F)F)I)C([2H])([2H])[2H]